4-decyl-decan C(CCCCCCCCC)C(CCC)CCCCCC